C(C)(C)(C)N1N=C(C=C1NC(OCC1=CC=CC=C1)=O)[C@@H]1C[C@@H](CC1)OC(=O)OC1=CC=C(C=C1)[N+](=O)[O-] cis-benzyl (1-(tert-butyl)-3-(3-(((4-nitrophenoxy)carbonyl)oxy)cyclopentyl)-1H-pyrazol-5-yl)carbamate